Cl.CC(C)(CCC=C)N 2-Methylhex-5-en-2-amine hydrochloride